BrC1=CC(=C(C=C1)C1=NN2C(N=C(C=C2C2=CC=C(C=C2)Cl)C(=O)O[Li])=C1)F Lithio 2-(4-bromo-2-fluorophenyl)-7-(4-chlorophenyl)pyrazolo[1,5-a]pyrimidine-5-carboxylate